BrC1=C(C(=C2C(NC(NC2=C1F)=O)=O)F)C(=C)OCC 7-Bromo-6-(1-ethoxyvinyl)-5,8-difluoro-1,2,3,4-tetrahydroquinazoline-2,4-dione